diacetic acid monohydrochloride Cl.C(C)(=O)O.C(C)(=O)O